FC1(CCN(CC1)C1=NC(=CC(=N1)C1=NN=C(O1)C1=C(C=C(C=C1)S(=O)(=O)NC1(COC1)C)N1CCC2(CC2)CC1)C)F 4-(5-(2-(4,4-Difluoropiperidin-1-yl)-6-methylpyrimidin-4-yl)-1,3,4-oxadiazol-2-yl)-N-(3-methyloxetan-3-yl)-3-(6-azaspiro[2.5]octan-6-yl)benzenesulfonamide